ClC=1N=NC(=C2C1C=NC(=C2)OC)NC2CN(CCC2)C 4-chloro-7-methoxy-N-(1-methylpiperidin-3-yl)pyrido[3,4-d]pyridazin-1-amine